ClC=1C=CC(=C(C1)C1=C(C=NN1CC(CCC)O)NC(=O)C=1C=NN2C1N=CC=C2)OC N-(5-(5-chloro-2-methoxyphenyl)-1-(2-hydroxypentyl)-1H-pyrazol-4-yl)pyrazolo[1,5-a]pyrimidine-3-carboxamide